N1(C(CCC1)C(=O)[O-])C(=O)OC(C(F)(F)F)C1=CC=C(C=C1)C(F)(F)F (2,2,2-trifluoro-1-(4-(trifluoromethyl)phenyl)ethyl) pyrrolidine-1,2-dicarboxylate